O=C1CC(C=2C1=CSC2)=C(C#N)C#N 2-(6-oxo-5,6-dihydro-4H-cyclopenta[c]thiophen-4-ylidene)malononitrile